7-((7-methoxy-2-methyl-4-oxo-3,4-dihydroquinazolin-6-yl)oxy)heptanoic acid ethyl ester C(C)OC(CCCCCCOC=1C=C2C(NC(=NC2=CC1OC)C)=O)=O